C(CC)(=O)C1=NCCCC1 2-propionyl-3,4,5,6-tetrahydropyridine